3-tert-butylphenyl benzo[D]thiazole-2,6-dicarbamate S1C(=NC2=C1C=C(C=C2)NC(=O)[O-])NC(=O)OC2=CC(=CC=C2)C(C)(C)C